6-(5-cyclopropylpyridin-2-yl)thiazolo[4,5-b]pyrazin-2-amine C1(CC1)C=1C=CC(=NC1)C=1N=C2C(=NC1)N=C(S2)N